BrC1=CC=2C(=C3N(CCN(C3)C(CCOCC3NCC3)=O)C2N=C1)F 2-((3-(3-bromo-5-fluoro-8,9-dihydropyrido[3',2':4,5]pyrrolo[1,2-a]pyrazin-7(6H)-yl)-3-oxopropoxy)methyl)azetidin